C1=NC=CC2=C1C=1N=C3N(C=NC=C3)C1N2 5H-pyrido[3'',4'':4',5']pyrrolo[3',2':4,5]imidazo[1,2-c]pyrimidine